(4-methylpiperazin-1-yl)(5-(5-(o-tolyl)-1H-pyrrolo[2,3-b]pyridin-3-yl)pyrazolo[1,5-a]pyridin-3-yl)methanone CN1CCN(CC1)C(=O)C=1C=NN2C1C=C(C=C2)C2=CNC1=NC=C(C=C12)C1=C(C=CC=C1)C